4,6-Bis[(4-hydroxy-3,5-dimethylphenyl)methyl]-1,3-benzenediol OC1=C(C=C(C=C1C)CC1=C(C=C(C(=C1)CC1=CC(=C(C(=C1)C)O)C)O)O)C